C(C)N1N=C(C(=C1C)C(=O)N1CCC2(C(C2)CNC(=O)C2=CC=3C(=CN=CC3)O2)CC1)C N-[[6-(1-ethyl-3,5-dimethyl-pyrazole-4-carbonyl)-6-azaspiro[2.5]octan-2-yl]methyl]furo[2,3-c]pyridine-2-carboxamide